FC=1C=C(C=C(C1)C(F)(F)F)[C@H](CO)O (R)-1-(3-fluoro-5-(trifluoromethyl)phenyl)ethane-1,2-diol